methyl (E)-4-phenyl-5-(4-(2-(piperidin-1-yl)acetamido)phenyl)-5-(4-(pivaloyloxy)phenyl)pent-4-enoate C1(=CC=CC=C1)\C(\CCC(=O)OC)=C(\C1=CC=C(C=C1)OC(C(C)(C)C)=O)/C1=CC=C(C=C1)NC(CN1CCCCC1)=O